CN1N=CC2=CC=C(C=C12)C=1C2=C(NN1)C1=C(C2)SC(=C1)C1=CC(=C(CN2CCOCC2)C=C1)C(F)(F)F 4-(4-(3-(1-Methyl-1H-indazol-6-yl)-1,4-dihydrothieno[2',3':4,5]cyclopenta[1,2-c]pyrazol-6-yl)-2-(trifluoromethyl)benzyl)morpholine